1-((1S,5R,6R)-6-((3-methyl-6-(1-methyl-1H-pyrazol-4-yl)pyrazolo[1,5-a]pyrazin-4-yl)oxy)-3-azabicyclo[3.2.0]heptan-3-yl)prop-2-en-1-one CC=1C=NN2C1C(=NC(=C2)C=2C=NN(C2)C)O[C@H]2[C@H]1CN(C[C@H]1C2)C(C=C)=O